3-((S)-2-((E)-3-(4-chloro-2-fluorophenyl)acrylamido)-3-cyclopropylpropanamido)-2-hydroxy-4-((S)-2-oxopyrrolidin-3-yl)butanamide ClC1=CC(=C(C=C1)/C=C/C(=O)N[C@H](C(=O)NC(C(C(=O)N)O)C[C@H]1C(NCC1)=O)CC1CC1)F